2,4-dichloro-5-p-toluenesulfonyl-5H-pyrrolo[3,2-d]pyrimidine ClC=1N=C(C2=C(N1)C=CN2S(=O)(=O)C2=CC=C(C)C=C2)Cl